O.OC1=C(C=CC2=CC=CC=C12)C(=O)O mono-1-hydroxy-2-naphthoate hydrate